OC=1C=C(C(=O)NCC(CNC(C2=CC(=CC=C2)O)=O)(C)CNC(C2=CC(=CC=C2)O)=O)C=CC1 3-hydroxy-N-[3-[(3-hydroxybenzoyl)amino]-2-[[(3-hydroxybenzoyl)amino]methyl]-2-methyl-propyl]benzamide